FC=1C=C2C(=CNC2=CC1)C1C(N(C2=C(S1)SC(=C2)C(=O)N)CC=2OC=CC2)=O (5-fluoro-1H-indol-3-yl)-1-(furan-2-ylmethyl)-2-oxo-2,3-dihydro-1H-thieno[2,3-b][1,4]thiazine-6-carboxamide